perfluoroisopropyl-hexanone FC(C(C(C(C(C(F)(F)F)(F)F)(F)F)(F)F)=O)(C(C(F)(F)F)(C(F)(F)F)F)F